C1(=C(C=CC=C1)C(=O)[O-])C ortho-tolyl-carboxylate